CC1=CC=C(C=C1)C=1C=C(C(N(N1)C=1C=NC=CC1)=O)C(=O)O 6-(4-methylphenyl)-3-oxo-2-(pyridin-3-yl)-2,3-dihydropyridazine-4-carboxylic acid